3-(5-(1-acryloylpyrrolidin-3-yl)-1,3,4-oxadiazol-2-yl)-1-(4-(trifluoromethyl)phenyl)quinolin-2(1H)-one C(C=C)(=O)N1CC(CC1)C1=NN=C(O1)C=1C(N(C2=CC=CC=C2C1)C1=CC=C(C=C1)C(F)(F)F)=O